BrC=1C(=C(C2=C(N(C(=N2)C)C)C1)Cl)C1=CC=CN2C(=CC=C12)C(=O)C1=CC(=C(C(=C1)F)F)F (8-(6-bromo-4-chloro-1,2-dimethyl-1H-benzo[d]imidazol-5-yl)indolizin-3-yl)(3,4,5-trifluorophenyl)methanone